BrC=1C(=CC2=C(N=CN2C2=NC(=C(C=C2)C(F)F)N2N=C(C=C2C)C#N)C1)OCC(=O)N(C)C 2-[6-bromo-3-[6-(3-cyano-5-methyl-pyrazol-1-yl)-5-(difluoromethyl)-2-pyridyl]benzimidazol-5-yl]oxy-N,N-dimethyl-acetamide